(R)-3-(5-(difluoromethyl)-1,3,4-thiadiazol-2-yl)-8-(hexahydropyrazino[2,1-c][1,4]oxazin-8(1H)-yl)-N-(1-methylcyclopropyl)imidazo[1,5-a]pyridine-6-sulfonamide FC(C1=NN=C(S1)C1=NC=C2N1C=C(C=C2N2C[C@@H]1COCCN1CC2)S(=O)(=O)NC2(CC2)C)F